ClC=1C(=C(C=CC1OCC(C)(C)O)C=1C(CCNN1)C)F 6-[3-chloro-2-fluoro-4-(2-hydroxy-2-methylpropoxy)phenyl]-5-methyl-4,5-dihydro-2H-pyridazine